1-(4-(4-Acetylpiperazin-1-yl)-5-(isopropylsulfanyl)thiazol-2-yl)-4-(3-fluorophenyl)-3-methyl-1H-pyrazole-5-carboxylic acid C(C)(=O)N1CCN(CC1)C=1N=C(SC1SC(C)C)N1N=C(C(=C1C(=O)O)C1=CC(=CC=C1)F)C